((1s,2s,4r)-rel-7-(4'-cyano-3'-fluoro-6-(6-fluoro-1-(2-hydroxy-2-methylpropyl)-1H-indazol-5-yl)-[1,1'-biphenyl]-3-carbonyl)-7-azabicyclo[2.2.1]hept-2-yl)carbamic acid tert-butyl ester C(C)(C)(C)OC(N[C@@H]1[C@@H]2CC[C@H](C1)N2C(=O)C=2C=C(C(=CC2)C=2C=C1C=NN(C1=CC2F)CC(C)(C)O)C2=CC(=C(C=C2)C#N)F)=O |o1:7,8,11|